3-chloro-5-(4,4-difluoroazepan-1-yl)-N-(3-(S-methylsulfonimidoyl)phenyl)-2-(trifluoromethyl)isonicotinamide ClC1=C(C(=O)NC2=CC(=CC=C2)S(=O)(=N)C)C(=CN=C1C(F)(F)F)N1CCC(CCC1)(F)F